2-Methyl-1-phenyl-benzimidazole-5-carboxylic acid CC1=NC2=C(N1C1=CC=CC=C1)C=CC(=C2)C(=O)O